BrC=1C=CC=C2C=CC(=NC12)C=1C=C(C(=NC1)OC)NS(=O)(=O)C1=C(C=C(C=C1)F)F N-(5-(8-bromoquinolin-2-yl)-2-methoxypyridin-3-yl)-2,4-difluorobenzenesulfonamide